COC(C1=CC(=C(C(=C1)/C=N/CCO)O)Cl)=O.C1(CCCCC1)N(C(CNC)=O)C(NC1CCCCC1)=O N-cyclohexyl-N-(cyclohexylcarbamoyl)-2-(methylamino)acetamide methyl-(E)-3-chloro-4-hydroxy-5-(((2-hydroxyethyl)imino)methyl)benzoate